The molecule is a nitrosamine that is piperidine in which the hydrogen attached to the nitrogen is replaced by a nitroso group. One of the many carcinogens detected in cigarette smoke, it is found in meat, cheese and spices that have been treated with the preservative sodium nitrite. It has a role as a carcinogenic agent, an apoptosis inducer, a mutagen and an environmental contaminant. It is a nitrosamine and a piperidine. C1CCN(CC1)N=O